(±)-(1R,3R,5R)-spiro[bicyclo[3.2.0]heptane-6,2'-[1,3]dioxolan]-3-ylmethanol O1C2(OCC1)[C@@H]1C[C@@H](C[C@@H]1C2)CO |r|